CC(CCC1C(=O)OC(C1)=O)CCCCCCCCCCCCCC 3-methylheptadecanyl-succinic anhydride